ClC=1C=CC=C2C(C=C(OC12)C1=C(OCCN[C@@H](C(=O)O)C(C)C)C=C(C=C1)C(F)(F)F)=O (2R)-2-[2-[2-(8-chloro-4-oxo-chromen-2-yl)-5-(trifluoromethyl)phenoxy]ethylamino]-3-methyl-butyric acid